ClC=1C=C(C(=C(C1)N(S(=O)(=O)CCC)COCC[Si](C)(C)C)F)NC=1C(=C2C(N(C=NC2=CC1)C)=O)C N-(5-chloro-3-((3,5-dimethyl-4-oxo-3,4-dihydro-quinazolin-6-yl)amino)-2-fluorophenyl)-N-((2-(trimethylsilyl)ethoxy)methyl)propane-1-sulfonamide